(2S,3R)-3-[(ethanesulfonyl)amino]-4,4-difluoro-2-[(2-fluoro-3'-methyl[1,1'-biphenyl]-3-yl)methyl]-N,N-dimethylpyrrolidine-1-carboxamide C(C)S(=O)(=O)N[C@@H]1[C@@H](N(CC1(F)F)C(=O)N(C)C)CC=1C(=C(C=CC1)C1=CC(=CC=C1)C)F